succinimidyl-4-(maleimidomethyl)cyclohexane-1-carboxylic acid C1(CCC(N1C1(CCC(CC1)CN1C(C=CC1=O)=O)C(=O)O)=O)=O